C1(=CC(=CC(=C1)COC1=CC=C(C#N)C=C1)COC1=CC=C(C#N)C=C1)COC1=CC=C(C#N)C=C1 4,4',4''-((benzene-1,3,5-triyltris(methylene))tris(oxy))tribenzonitrile